4-hydroxyphenylmethylbenzylsulfonium trifluoromethanesulfonate FC(S(=O)(=O)[O-])(F)F.OC1=CC=C(C=C1)C[SH+]CC1=CC=CC=C1